5-(2-amino-[1,2,4]triazolo[1,5-a]pyridin-7-yl)-N-(2-cyclopropoxy-3,5-difluorobenzyl)-2-methoxynicotinamide NC1=NN2C(C=C(C=C2)C=2C=NC(=C(C(=O)NCC3=C(C(=CC(=C3)F)F)OC3CC3)C2)OC)=N1